C(C)(C)(C)OC(=O)N[C@H](CCO[C@@H](C)C1=NC=CC(=C1)N(C(OC(C)(C)C)=O)C1=CC(=NN1C(C)(C)C)[C@@H]1C[C@@H](CC1)O)C tert-butyl (2-((S)-1-((S)-3-((tert-butoxycarbonyl)amino)butoxy)ethyl)pyridin-4-yl)(1-(tert-butyl)-3-((1S,3R)-3-hydroxycyclopentyl)-1H-pyrazol-5-yl)carbamate